4-Chloro-5'-(1H-indol-4-yl)-1',2'-dihydrospiro[cyclopentane-1,3'-pyrrolo[2,3-b]pyridin] ClC1CCC2(CNC3=NC=C(C=C32)C3=C2C=CNC2=CC=C3)C1